[V].C(\C=C/C(=O)O)(=O)O MALEIC ACID VANADIUM